N-(3-(5-cyano-2-methoxyphenyl)-1-(2-(isopropylamino)-2-oxoethyl)-1H-pyrazol-4-yl)pyrazolo[1,5-a]pyrimidine-3-carboxamide C(#N)C=1C=CC(=C(C1)C1=NN(C=C1NC(=O)C=1C=NN2C1N=CC=C2)CC(=O)NC(C)C)OC